2-methoxy-4-methylphenyl carbonate C(OC1=C(C=C(C=C1)C)OC)([O-])=O